1-(3-bromo-2-hydroxy-5-methyl-phenyl)-3-cyclopropyl-2-methyl-propane-1,3-dione BrC=1C(=C(C=C(C1)C)C(C(C(=O)C1CC1)C)=O)O